Tertbutyl 4-(6-(4-bromothiophen-2-yl) pyrazin-2-yl)-3,6-dihydropyridin-1(2H)-carboxylate BrC=1C=C(SC1)C1=CN=CC(=N1)C=1CCN(CC1)C(=O)OC(C)(C)C